C(CCCCCCCC\C=C\C=C/CCC)=O (E,Z)-10,12-Hexadecadienal